COC1=C(C=CC=C1)C1=C(C(=O)NC=2SC(=NN2)OCC2OCCCC2)C=CN=C1 (2-methoxyphenyl)-N-(5-((tetrahydro-2H-pyran-2-yl)methoxy)-1,3,4-thiadiazol-2-yl)isonicotinamide